O1CCC(=CC1)C1=NN2C(N(C(=C(C2=O)N2CCN(CC2)C2=NC=CC=C2O)CC)CC(=O)NC2=CC=C(C3=C2C=CO3)C)=N1 2-(2-(3,6-dihydro-2H-pyran-4-yl)-5-ethyl-6-(4-(3-hydroxy-2-pyridinyl)piperazin-1-yl)-7-oxo-[1,2,4]triazolo[1,5-a]pyrimidin-4(7H)-yl)-N-(7-methylbenzofuran-4-yl)acetamide